N-(4-{1-[(5-chloro-2-methoxypyridin-3-yl)carbonyl]piperidin-4-yl}butyl)-1H-pyrrolo[3,2-c]pyridine-2-carboxamide ClC=1C=C(C(=NC1)OC)C(=O)N1CCC(CC1)CCCCNC(=O)C1=CC=2C=NC=CC2N1